2,2-dimethyl-1,3-dioxolane-4-one CC1(OCC(O1)=O)C